ClC1=NC=CC(=C1)CN1[C@@H](CCN2C1=NC(=C(C2=O)F)N2[C@@H](COCC2)C)C(F)(F)F (S)-9-(2-Chloro-pyridin-4-ylmethyl)-3-fluoro-2-((R)-3-methyl-morpholin-4-yl)-8-trifluoromethyl-6,7,8,9-tetrahydro-pyrimido[1,2-a]-pyrimidin-4-one